3-(6-((R)-4-((5-chloro-4-((1-methyl-2-oxoindolin-5-yl)amino)pyrimidin-2-yl)(methyl)amino)-2-oxopiperidin-1-yl)-1-methyl-1H-indazol-3-yl)piperidine-2,6-dione ClC=1C(=NC(=NC1)N([C@H]1CC(N(CC1)C1=CC=C2C(=NN(C2=C1)C)C1C(NC(CC1)=O)=O)=O)C)NC=1C=C2CC(N(C2=CC1)C)=O